NC1(CCN(CC1)C=1N=C(C2=C(N1)NC=C2C2=C(C1=C(N=C(S1)C)C=C2)Cl)C#N)C2=C(C=CC=C2)F 2-(4-amino-4-(2-fluorophenyl)piperidin-1-yl)-5-(7-chloro-2-methylbenzo[d]thiazol-6-yl)-7H-Pyrrolo[2,3-d]pyrimidine-4-carbonitrile